C(=O)=C1C=2N(C3=CC=C(C=C3N1)C(=O)OC)C=NC2 methyl 4-carbonyl-4,5-dihydroimidazo[1,5-a]quinoxaline-7-carboxylate